C(\C=C\C(=O)O)(=O)O.C1(CC1)CN[C@H]1[C@@H](C1)C1=CC(=CS1)C(=O)NC1CCOCC1 5-((1R,2R)-2-((cyclopropylmethyl)amino)cyclopropyl)-N-(tetrahydro-2H-pyran-4-yl)thiophene-3-carboxamide Fumarate